(3aR,4R,9bR)-4-(4-Hydroxy-phenyl)-1,3a,4,9b-tetrahydro-3H-2,5-dioxa-cyclopenta[a]naphthalen-8-ol OC1=CC=C(C=C1)[C@H]1[C@@H]2[C@H](C3=CC(=CC=C3O1)O)COC2